bis(2-acryloxyethyl) methyl phosphate P(=O)(OCCOC(C=C)=O)(OCCOC(C=C)=O)OC